C1(CC1)C1=CC(=NN1)C1=NC=CC(=N1)N (5-cyclopropyl-1H-pyrazol-3-yl)pyrimidin-4-amine